1-(3-Chlorobenzyl)-1H-indazole-6-carboxylic acid hydroxyamide ONC(=O)C1=CC=C2C=NN(C2=C1)CC1=CC(=CC=C1)Cl